BrC1=CC=C(C=C1)C1C(C1)C(=O)N1CCN(CC1)C(=O)C1=CC2=C(OC(O2)(F)F)C=C1 (4-(2-(4-bromophenyl)cyclopropane-1-carbonyl)piperazin-1-yl)(2,2-difluorobenzo[d][1,3]dioxol-5-yl)methanone